Methyl N-(2-((S)-1-(2,3-difluorobenzyl)-5-oxopyrrolidin-2-yl)acetyl)-N-ethyl-L-valinate FC1=C(CN2[C@@H](CCC2=O)CC(=O)N([C@@H](C(C)C)C(=O)OC)CC)C=CC=C1F